3-(acryloxyethyl)oxetane C(C=C)(=O)OCCC1COC1